((allyloxy)methyl)-1-bromo-4-(trifluoromethyl)benzene C(C=C)OCC1=C(C=CC(=C1)C(F)(F)F)Br